dithienyl-thieno[3,2-b]thiophene S1C(=CC=C1)C=1C2=C(SC1C=1SC=CC1)C=CS2